N-chloro-naphthylethylamine ClNCCC1=CC=CC2=CC=CC=C12